C1=C(C(=CC2=CC3=CC(=C(C=C3C=C12)C(=O)OCC)C(=O)OCC)C(=O)OCC)C(=O)OCC tetraethyl 2,3,6,7-anthracenetetracarboxylate